CN(C)CCNCCN(C)C bis[2-(N,N-dimethyl-amino)ethyl]amine